N-[(3s,4r)-4-methoxypyrrolidin-3-yl]-4-[6-(1-methyl-1H-pyrrol-2-yl)pyridin-3-yl]piperidine-4-carboxamide CO[C@H]1[C@H](CNC1)NC(=O)C1(CCNCC1)C=1C=NC(=CC1)C=1N(C=CC1)C